3-METHOXY-2-(TRIFLUOROMETHOXY)PHENYLBORONIC ACID COC=1C(=C(C=CC1)B(O)O)OC(F)(F)F